4-(4-(4-azabicyclo[5.1.0]octan-4-yl)-8-fluoro-2-(((2R,7aS)-2-fluorotetrahydro-1H-pyrrolizin-7a(5H)-yl)methoxy-d2)pyrido[4,3-d]pyrimidin-7-yl)-5-ethynyl-6,7-difluoronaphthalen-2-amine C12CCN(CCC2C1)C=1C2=C(N=C(N1)OC([2H])([2H])[C@]13CCCN3C[C@@H](C1)F)C(=C(N=C2)C2=CC(=CC1=CC(=C(C(=C21)C#C)F)F)N)F